[N+](#[C-])CC(=O)OC METHYL ISOCYANOACETATE